[O-]S(=O)(=O)C(F)(F)F.C(C)(C)(C)OC(CCCCCCCCCCCCCCCCCCC(=O)OC(C(=O)OC1CC2CCC(C1)[N+]21CCCC1)(C1=CC=CC=C1)C1=CC=CC=C1)=O 3-(2-((20-(tert-Butoxy)-20-oxoicosanoyl)oxy)-2,2-diphenyl-acetoxy)spiro[bicyclo[3.2.1]octane-8,1'-pyrrolidin]-8-ium triflate